C1(CC1)C1=C(C2=C(N=C(N=C2)NC2=CC=C(C=C2)N2CCN(CC2)C)N(C1=O)C)C#C 6-cyclopropyl-5-ethynyl-8-methyl-2-((4-(4-methylpiperazin-1-yl)phenyl)amino)pyrido[2,3-d]pyrimidin-7(8H)-one